C(C=C)(=O)OCCCCCCCCC[Si](C)(C)Br acryloyloxynonyl-bromodimethylsilane